C(C)C1=C(C=C(C(=C1)O)F)C1=CC=C2C(=NNC2=C1)C=1NC=C(N1)CN1C[C@H](CC1)O (S)-1-((2-(6-(2-Ethyl-5-Fluoro-4-Hydroxyphenyl)-1H-Indazol-3-yl)-1H-Imidazol-4-yl)methyl)pyrrolidin-3-Ol